(S)-N-(4-AMINO-3,4-DIOXO-1-PHENYLBUTAN-2-YL)-5-PHENYLOXAZOLE-4-CARBOXAMIDE NC(C([C@H](CC1=CC=CC=C1)NC(=O)C=1N=COC1C1=CC=CC=C1)=O)=O